(S)-7-((4-amino-3-(4-cyclopropoxy-3-fluorophenyl)-1H-pyrazolo[3,4-d]pyrimidin-1-yl)(cyclopropyl)methyl)-6-(3-fluorophenyl)-3-methyl-5H-thiazolo[3,2-a]pyridin-5-one NC1=C2C(=NC=N1)N(N=C2C2=CC(=C(C=C2)OC2CC2)F)[C@H](C=2C=C1N(C(C2C2=CC(=CC=C2)F)=O)C(=CS1)C)C1CC1